Ethanesulfonic acid [5-(1,4,4-trimethyl-2-oxo-1,2,3,4-tetrahydro-quinolin-6-yl)-pyridin-3-ylmethyl]-amide CN1C(CC(C2=CC(=CC=C12)C=1C=C(C=NC1)CNS(=O)(=O)CC)(C)C)=O